2-(3-((2R,4R)-4-methyl-2-(4-methyl-4H-1,2,4-triazol-3-yl)oxetan-2-yl)phenyl)-6-(((1-methylcyclobutyl)amino)methyl)-4-(trifluoromethyl)isoindolin-1-one C[C@@H]1C[C@](O1)(C1=NN=CN1C)C=1C=C(C=CC1)N1C(C2=CC(=CC(=C2C1)C(F)(F)F)CNC1(CCC1)C)=O